O1C=C(C2=C1C=CC=C2)C[C@@H](B2OC(C(O2)(C)C)(C)C)NC(C(=O)NC2=NC=CN=C2)=O N-((1R)-2-(1-benzofuran-3-yl)-1-(tetramethyl-1,3,2-dioxaborolan-2-yl)ethyl)-N'-(pyrazin-2-yl)ethanediamide